C(C)N1C2(COC2)CCC(C1)NC(=O)[C@H]1CCN(C2(CC2)C1)C(=O)C1=NNC(=C1)C1=CC(=NC=C1F)OC (7S)-N-(5-ethyl-2-oxa-5-azaspiro[3.5]non-7-yl)-4-(5-(5-fluoro-2-methoxypyridin-4-yl)-1H-pyrazole-3-carbonyl)-4-azaspiro[2.5]octane-7-carboxamide